NC=1N=C2N(C=C(N=C2)C2=CC3=C(OCCN3C(=O)OC(C)C)N=C2)C1 isopropyl 7-(2-aminoimidazo[1,2-a]pyrazin-6-yl)-2,3-dihydro-1H-pyrido[2,3-b][1,4]oxazine-1-carboxylate